ClC1=C(C[C@@H]2N(OCC2)C2=CC(=NC=N2)NC=2C(=CC(=C(C2)NC(C=C)=O)N2CCC(CC2)N2CCN(CC2)C(C)C)OC)C=CC=C1Cl N-(5-((6-((S)-3-(2,3-dichlorobenzyl)isoxazolidine-2-yl)pyrimidine-4-yl)amino)-2-(4-(4-isopropylpiperazine-1-yl)piperidine-1-yl)-4-methoxyphenyl)acrylamide